(propan-2-yl)-4H,5H,6H-cyclopenta[b]thiophene-3-carboxylic acid CC(C)C1=C(C2=C(S1)CCC2)C(=O)O